6-amino-2-(1-amino-1,3-dihydrospiro[indene-2,4'-piperidin]-1'-yl)-5-((2-amino-3-chloropyridin-4-yl)thio)-3-methylpyrimidin-4(3H)-one NC1=C(C(N(C(=N1)N1CCC2(CC1)C(C1=CC=CC=C1C2)N)C)=O)SC2=C(C(=NC=C2)N)Cl